6-{2,8-dimethylimidazo[1,2-b]pyridazin-6-yl}-5-fluoro-2-(piperidin-4-yl)-3,4-dihydroisoquinolin-1-one CC=1N=C2N(N=C(C=C2C)C=2C(=C3CCN(C(C3=CC2)=O)C2CCNCC2)F)C1